(2R,4R)-6-chloro-4-hydroxy-N-[3-({[5-(trifluoromethyl)pyridin-2-yl]methyl}carbamoyl)bicyclo[1.1.1]pentan-1-yl]-3,4-dihydro-2H-1-benzopyran-2-carboxamide ClC=1C=CC2=C([C@@H](C[C@@H](O2)C(=O)NC23CC(C2)(C3)C(NCC3=NC=C(C=C3)C(F)(F)F)=O)O)C1